9,9',9'',9'''-(4-(4,6-diphenyl-1,3,5-triazin-2-yl)-6-(pyridin-3-yl)benzene-1,2,3,5-tetrayl)tetrakis(9H-carbazole) C1(=CC=CC=C1)C1=NC(=NC(=N1)C1=CC=CC=C1)C1=C(C(=C(C(=C1N1C2=CC=CC=C2C=2C=CC=CC12)C=1C=NC=CC1)N1C2=CC=CC=C2C=2C=CC=CC12)N1C2=CC=CC=C2C=2C=CC=CC12)N1C2=CC=CC=C2C=2C=CC=CC12